BrC=1C=C(C=C(C1)Cl)C1=NC(=CC(=N1)C1=CC=CC=C1)C1=CC=CC=C1 2-(3-bromo-5-chlorophenyl)-4,6-diphenylpyrimidine